ClCC=1C=C(C=C2C=CN=CC12)C1=C(C=CC=C1)S(=O)(=O)N(COC)C1=NOC(=C1C)C 2-(8-(chloromethyl)isoquinolin-6-yl)-N-(4,5-dimethylisoxazol-3-yl)-N-(methoxymethyl)benzenesulfonamide